O(C1=CC=CC=C1)C1=C(OCCSCC2=NNC(N2)=S)C=C(C=C1)OC1=CC=CC=C1 3-[(2,5-diphenoxyphenoxyethylsulfanyl)methyl]-1H-1,2,4-triazole-5(4H)-thione